CC(CCOC1=C(C=CC=C1)OC)CCC=C(CC)C 1-((3,7-dimethylnon-6-en-1-yl)oxy)-2-methoxybenzene